COC1=C(C=C(C=C1)C=1C(=C(C=NC1)C=1CB(OC1)O)C)OCCC 4-(5-(4-methoxy-3-propoxyphenyl)-4-methylpyridin-3-yl)-1,2-oxaborol-2-ol